((3aR,4R,6R,6aR)-6-(4-aminopyrrolo[2,1-f][1,2,4]triazin-7-yl)-6-cyano-2,2-dimethyltetrahydrofuro[3,4-d][1,3]dioxol-4-yl)methyl 2-(1-methoxycyclohexyl)acetate COC1(CCCCC1)CC(=O)OC[C@H]1O[C@@]([C@@H]2OC(O[C@@H]21)(C)C)(C#N)C2=CC=C1C(=NC=NN12)N